4-(1-(naphthalen-2-ylsulfonyl)-2,3-dihydro-1H-pyrrolo[2,3-c]pyridin-4-yl)benzonitrile C1=C(C=CC2=CC=CC=C12)S(=O)(=O)N1CCC=2C1=CN=CC2C2=CC=C(C#N)C=C2